6-(3-hydroxy-2-butyl)-5-hydroxymethyl-4-methoxy-2H-pyran OC(C(C)C1=C(C(=CCO1)OC)CO)C